ClC1=C(OC=2C=C(C3=CC=CC=C3C2)N(C2=CC=CC=C2)C2=CC=CC=C2)C=CC=C1N(C1=CC=C(C=C1)C1=CC=CC=C1)C1=CC=C(C=C1)C1=CC=CC=C1 3-(2-chloro-3-(bis([1,1'-biphenyl]-4-yl)amino)phenoxy)-N,N-diphenylnaphthalene-1-amine